NCC(C#CCN1CCCC1)O 1-amino-5-(pyrrolidin-1-yl)pent-3-yn-2-ol